C(C)(=O)O[C@H]1[C@@H](OC(C)=O)O[C@@H]([C@@H]([C@@H]1C=1SC=C(N1)C1=CC(=C(C(=C1)F)F)F)OC(C)=O)COC(C)=O acetyl 2,4,6-tri-O-acetyl-3-deoxy-3-[4-(3,4,5-trifluorophenyl)-thiazol-2-yl]-α-D-galactopyranoside